ClC=1C(=C(C(=C(OCC(=O)O)C1)F)CC)CC1=CC(=C(C=C1)O)C(C)C 2-(5-chloro-3-ethyl-2-fluoro-4-(4-hydroxy-3-isopropylbenzyl)phenoxy)acetic acid